C1(=CC=CC=C1)P(=O)(C1=CC=CC=C1)CNC1=CC=2C(C3=CC=CC=C3C2C=C1)(C1=CC=CC=C1)C1=CC=CC=C1 N-[(diphenylphosphoryl)methyl]-9,9-diphenyl-9H-fluoren-2-amine